BrC[C@@H]1OCCC1 |r| racemic-2-(bromomethyl)tetrahydrofuran